CC1=CC=C(C=C1)S(=O)(=O)OCCCl 2-chloroethyl p-tosylate